NC1=C2N=CN(C2=NC=N1)C[C@@H](C)OCP(OCCOCCCCCCCCCCC#CC1=CC=C(C=C1)S(F)(F)(F)(F)F)(O)=O 2-((12-(4-(pentafluoro-λ6-sulfanyl)phenyl)dodec-11-yn-1-yl)oxy)ethyl hydrogen ((((R)-1-(6-amino-9H-purin-9-yl)propan-2-yl)oxy)methyl)phosphonate